CP(=O)(C)C1=CC=C2C(=N1)NC=C2C2=NC(=NC=C2C(F)(F)F)N[C@@H]2CN(CCC2)C(=O)OC(C)(C)C tert-butyl (S)-3-((4-(6-(dimethylphosphoryl)-1H-pyrrolo[2,3-b]pyridin-3-yl)-5-(trifluoromethyl) pyrimidin-2-yl)amino)piperidine-1-carboxylate